NC1=NC(=CC2=C1N=C(N2C)CCCO)N(C)CC2=CC=C(C=C2)Br 3-[4-amino-6-[(4-bromobenzyl)(methyl)amino]-1-methyl-1H-imidazo[4,5-c]pyridin-2-yl]propan-1-ol